(3S,4S)-4-(((3-cyclobutyl-7-((3-fluorophenyl)amino)pyrazolo[1,5-a]pyrimidin-5-yl)amino)methyl)piperidin-3-ol C1(CCC1)C=1C=NN2C1N=C(C=C2NC2=CC(=CC=C2)F)NC[C@H]2[C@@H](CNCC2)O